5-((3-chloro-2-((2-chloropyrimidin-4-yl)amino)pyridin-4-yl)thio)pyridine ClC=1C(=NC=CC1SC=1C=CC=NC1)NC1=NC(=NC=C1)Cl